3,4-dimethoxypyrrolidine COC1CNCC1OC